FC=1C=C(CC=2C=NN(C2)C(=O)N[C@@H]2C(N(C3=C(OC2)C=CC(=C3)OCCC3CCOCC3)C)=O)C=CC1 (S)-4-(3-fluorobenzyl)-N-(5-methyl-4-oxo-7-(2-(tetrahydro-2H-pyran-4-yl)ethoxy)-2,3,4,5-tetrahydrobenzo[b][1,4]oxazepin-3-yl)-1H-pyrazole-1-carboxamide